5-(4-fluorophenyl)-4-oxo-1,4-dihydropyridine-3-carboxylic acid FC1=CC=C(C=C1)C=1C(C(=CNC1)C(=O)O)=O